BrC1=CC=C2C=C(NC2=C1)C(=O)OC methyl 6-bromo-1H-indole-2-carboxylate